(6,6-dioxo-6-thia-1-azaspiro[3.3]hept-1-yl)methanone O=S1(CC2(CCN2C=O)C1)=O